C(C)(C)(C)OC(=O)N1CCC(CC1)NC1=C(C(=NC2=C(C(=C(C=C12)Cl)Br)F)Cl)[N+](=O)[O-].C(C)C(CC(C(C(=O)[O-])S(=O)(=O)O)(C(=O)[O-])CC(CCCC)CC)CCCC.CN1C=[NH+]C=C1.CN1C=[NH+]C=C1 1-methylimidazolium bis(2-ethylhexyl)sulfosuccinate tert-butyl-4-((7-bromo-2,6-dichloro-8-fluoro-3-nitroquinolin-4-yl)amino)-piperidine-1-carboxylate